1-(4-hexyl-2,5-dimethoxyphenyl)-N-(2-methoxybenzyl)propan-2-amine C(CCCCC)C1=CC(=C(C=C1OC)CC(C)NCC1=C(C=CC=C1)OC)OC